C(C)(=O)C1=NN(C2=C(C=C(C=C12)C=1C=NC(=NC1)C(C)=O)C)CC(=O)N1[C@@H]2C[C@@]2(C[C@H]1C(=O)NC1=NC(=CC=C1C)Br)C (1R,3S,5R)-2-(2-(3-acetyl-5-(2-acetylpyrimidin-5-yl)-7-methyl-1H-indazol-1-yl)acetyl)-N-(6-bromo-3-methylpyridin-2-yl)-5-methyl-2-azabicyclo[3.1.0]hexane-3-carboxamide